Cl.FC(C=1C=C2CNCC2=CC1)(F)F 5-trifluoromethyl-2,3-dihydro-1H-isoindole hydrochloride